[Si]=O.[Li] lithium silicon-oxide